3-methyl-5-bromo-N,N-diethyl-2-methylaminobenzamide CC=1C(=C(C(=O)N(CC)CC)C=C(C1)Br)NC